(cis)-2-chloro-5-(4-(trifluoromethyl)phenyl)-6,6a,7,8,9,10-hexahydro-5H-pyrido[1,2-a]quinoxaline-8-carboxylic acid ClC=1C=CC=2N(C[C@H]3N(C2C1)CC[C@@H](C3)C(=O)O)C3=CC=C(C=C3)C(F)(F)F